tert-butyl ((1r,3r)-3-(4-(1-(4-((2-cyanopyrimidin-5-yl)oxy)phenyl) ethyl)phenoxy)cyclobutyl)carbamate C(#N)C1=NC=C(C=N1)OC1=CC=C(C=C1)[C@H](C)C1=CC=C(OC2CC(C2)NC(OC(C)(C)C)=O)C=C1